ClC1=CC=C(C=N1)OC1=C2C(C(C(N(C2=CC(=C1)CC)C)=O)C)=O 5-((6-Chloropyridin-3-yl)oxy)-7-ethyl-1,3-dimethylquinolin-2(1H)-one-one